5-Chloro-2-(N-azetidinylcarbamoyl)-3-pyridyl 3-[4-(4-chloro-3,5-difluorophenyl)-1H-1,2,3-triazol-1-yl]-3-deoxy-2-O-methyl-1-thio-α-D-galactopyranoside ClC1=C(C=C(C=C1F)C=1N=NN(C1)[C@@H]1[C@H]([C@@H](SC=2C(=NC=C(C2)Cl)C(NN2CCC2)=O)O[C@@H]([C@@H]1O)CO)OC)F